CN(C(CCC(=O)NC(CCCCCCC(C(=O)[O-])F)CCCCCCCCC)CCCCCCCC(OOC(CC)CC)=O)C 9-[4-(dimethylamino)-N-{8-oxo-8-[(3-pentyloxy) oxy] octyl} butyrylamino]-2-fluorooctadecanoate